FC=1C=CC(=NC1)NC1=NC=C(C(=O)NC)C=C1 6-((5-fluoropyridin-2-yl)amino)-N-methylnicotinamide